FC=1C=2N(C=CC1)C(=CN2)C2=NC=C(C1=C2CNC1=O)NC1=NC=C(C=C1)N1C[C@H](OCC1)C(C)(C)O 4-(8-fluoroimidazo[1,2-a]pyridin-3-yl)-7-[[5-[(2S)-2-(1-hydroxy-1-methyl-ethyl)morpholin-4-yl]-2-pyridyl]amino]-2,3-dihydropyrrolo[3,4-c]pyridin-1-one